ClC1=CCCCCN1C=O 7-chloro-2,3,4,5-tetrahydro-1H-azepine-1-carbaldehyde